O=C1NC2=CC=CN=C2C(=C1)C(=O)N 2-oxo-1,2-dihydro-1,5-naphthyridine-4-carboxamide